ClC1=CC=C(CNC(=O)NC2CC3(C2)CN(CC3)C(C3=C(C=CC=C3)C)=O)C=C1 1-(4-chlorobenzyl)-3-((2r,4s)-6-(2-methylbenzoyl)-6-azaspiro[3.4]octan-2-yl)urea